IC1=C(C=CC=C1)N1N=NC(=C1)C1=CC=CC=C1 1-(2-iodophenyl)-4-phenyl-1H-1,2,3-triazole